(S)-2-Amino-3-(4-(bromo)phenyl)propanoic acid N[C@H](C(=O)O)CC1=CC=C(C=C1)Br